7-oxo-4-azaspiro[2.5]octane-4,8-dicarboxylic acid 4-tert-butyl 8-methyl ester COC(=O)C1C(CCN(C12CC2)C(=O)OC(C)(C)C)=O